3-fluoro-4-(trifluoro-methyl)benzaldehyde FC=1C=C(C=O)C=CC1C(F)(F)F